tetraethyl hexane-1,6-diyl bis(phosphate) P(=O)(OCC)(OCC)OCCCCCCOP(=O)(OCC)OCC